C(C)(C)(C)OC(CCCCCCCC=CCCCCCCCC)=O 9-Octadecenoic acid mono-tert-butyl ester